N[C@H]1C2N(CC1CC2)C(=O)C2=CC1=C(N(C(=N1)C=1N(C3=CC(=CC=C3C1)C=1C=C3C=CC(=NC3=NC1)O)CC1CC1)C)C(=C2)OC 6-(2-{5-[(7R)-7-amino-2-azabicyclo[2.2.1]heptane-2-carbonyl]-7-methoxy-1-methyl-1H-1,3-benzodiazol-2-yl}-1-(cyclopropylmethyl)-1H-indol-6-yl)-1,8-naphthyridin-2-ol